2-cyclohexylaminoacetic acid C1(CCCCC1)NCC(=O)O